2-(quinoxalin-6-yl)ethanol 3-hydroxy-4-({4-methyl-6-(2,4-dihydroxyphenyl)-2-[3-isoprenyl-5,7-dihydroxy-4-oxo-2-(2,4-dihydroxyphenyl)-4H-chromen-8-yl]cyclohex-3-enyl}carbonyl)phenolate OC=1C=C(C=CC1C(=O)C1C(C=C(CC1C1=C(C=C(C=C1)O)O)C)C=1C(=CC(=C2C(C(=C(OC12)C1=C(C=C(C=C1)O)O)C=CC(C)=C)=O)O)O)[O-].N1=CC=NC2=CC(=CC=C12)CCO